Cl.Cl.C(C)C1NCCC(C1)(C(=O)OC)CC1=NC(=CC=C1F)NC=1SC=CN1 Methyl 2-ethyl-4-((3-fluoro-6-(thiazol-2-ylamino)pyridin-2-yl)methyl)piperidine-4-carboxylate dihydrochloride